C1CCC2=C(C=3CCCC3C=C12)CC(=O)N 2-(1,2,3,5,6,7-hexahydro-S-indacen-4-yl)acetamide